methyl-pyrrolidine-3-carbonitrile CN1CC(CC1)C#N